tert-butyl N-[4-(5-fluoroindolin-4-yl) cyclohexyl]-N-methyl-carbamate FC=1C(=C2CCNC2=CC1)C1CCC(CC1)N(C(OC(C)(C)C)=O)C